N1(CC1)C1=C(C=2C3=C(C(OC2C=C1CCCCC)(C)C)C=CC(=C3)C)O 2-(aziridin-1-yl)-6,6,9-trimethyl-3-pentyl-6H-benzo[c]chromen-1-ol